7-hydroxy-3-cyanocoumarin OC1=CC=C2C=C(C(OC2=C1)=O)C#N